C(C)(C)(C)OC(NC1CC=2N(C3=C(C1)C=C(C=C3)Cl)C(=NN2)N2CCC(CC2)N2CCCCC2)=O tert-Butyl-[1-(1,4'-bipiperidin-1'-yl)-8-chloro-5,6-dihydro-4H-[1,2,4]triazolo[4,3-a][1]benzazepin-5-yl]carbamat